2-(pyrrolidin-1-yl)-3,5-dimethylaniline N1(CCCC1)C1=C(N)C=C(C=C1C)C